(3-amino-6-(3,3-difluoroazetidin-1-yl)-5-fluoro-1H-pyrazolo[3,4-b]pyridin-1-yl)(2-methoxyphenyl)methanone NC1=NN(C2=NC(=C(C=C21)F)N2CC(C2)(F)F)C(=O)C2=C(C=CC=C2)OC